2,5-bis(perfluorobutyl)-terphenyl-p-dicarbaldehyde FC(C(C(C(F)(F)F)(F)F)(F)F)(C1C(C=C(C(=C1)C=O)C(C(C(C(F)(F)F)(F)F)(F)F)(F)F)(C=1C(=CC=CC1)C1=CC=CC=C1)C=O)F